C1(CCCC1)NC(=O)N1CC=2N=C(SC2C1)N1C2CN(CC1CC2)C(=O)OCC2=CC=CC=C2 benzyl 8-(5-(cyclopentylcarbamoyl)-5,6-dihydro-4H-pyrrolo[3,4-d]thiazol-2-yl)-3,8-diazabicyclo[3.2.1]octane-3-carboxylate